ethyl (S)-3-(4-(2,4-difluorophenyl)thiophen-2-yl)-3-(3-(4-hydroxy-1,6-dimethyl-2-oxo-1,2-dihydropyridin-3-yl)ureido)propanoate FC1=C(C=CC(=C1)F)C=1C=C(SC1)[C@H](CC(=O)OCC)NC(=O)NC=1C(N(C(=CC1O)C)C)=O